FC=1C=CC(=NC1)C=1SC(=C(N1)C(=O)OCC)N1CCOCC1 ethyl 2-(5-fluoropyridin-2-yl)-5-morpholinothiazole-4-carboxylate